n-butyl-isophorone dicarbamate C(N)(O)=O.C(N)(O)=O.C(CCC)C=1C(=O)CC(CC1C)(C)C